3-((1-(4-(2-(2-Aminopyridin-3-yl)-6-phenyl-3H-imidazo[4,5-b]pyridin-3-yl)benzyl)piperidin-4-yl)(methyl)amino)-4-methoxycyclobut-3-ene-1,2-dione NC1=NC=CC=C1C1=NC=2C(=NC=C(C2)C2=CC=CC=C2)N1C1=CC=C(CN2CCC(CC2)N(C=2C(C(C2OC)=O)=O)C)C=C1